1-(2-Ethoxyethoxy)-2-methoxybenzene C(C)OCCOC1=C(C=CC=C1)OC